ClC1=CC=C(C=C1)C=1C(=CC=C(C1)F)C(=O)NC[C@@]1(NC(NC1=O)=O)C=1N=CSC1C |r| rac-4'-chloro-5-fluoro-N-[[4-(5-methyl-1,3-thiazol-4-yl)-2,5-dioxoimidazolidin-4-yl]methyl][biphenyl]-2-carboxamide